Cl.FC1=CC=C(C=C1)C(CN1CCC(CC1)CNC)=O (4-fluorophenyl)-2-(4-((methylamino)methyl)piperidin-1-yl)ethan-1-one hydrochloride